C1CCC2=C(C=CC=C12)C1=C(C=C2C(=N1)C(=NN2)C=2C=NN(C2)C2CN(C2)C(=O)[C@H]2N(CCOC2)C)OC (S)-(3-(4-(5-(2,3-Dihydro-1H-inden-4-yl)-6-methoxy-1H-pyrazolo[4,3-b]pyridin-3-yl)-1H-pyrazol-1-yl)azetidin-1-yl)(4-methylmorpholin-3-yl)methanone